9-(3-(4-chloronaphthalen-1-yl)phenyl)-9H-carbazole ClC1=CC=C(C2=CC=CC=C12)C=1C=C(C=CC1)N1C2=CC=CC=C2C=2C=CC=CC12